C(C1=CC=CC=C1)OC1=CC=C2C[C@H](NCC2=C1)C(=O)N[C@H]1CCCC2=CC=CC=C12 (3S)-7-benzyloxy-N-[(1S)-tetrahydronaphthalen-1-yl]-1,2,3,4-tetrahydroisoquinoline-3-carboxamide